N-(3-ethynylphenyl)-7-methoxy-5-nitro-6-(piperidin-4-yloxy)quinazolin-4-amine hydrochloride Cl.C(#C)C=1C=C(C=CC1)NC1=NC=NC2=CC(=C(C(=C12)[N+](=O)[O-])OC1CCNCC1)OC